propyl-(hydroxyphenyl)dipentoxysilane C(CC)[Si](OCCCCC)(OCCCCC)C1=C(C=CC=C1)O